C1(C(C=CC=C1)=O)=O ortho-benzoquinone